NC(C[C@H](C(=O)N1CC=2N=C(N=C(C2C1)N1CCOCC1)N/N=C/C1=CC(=CC=C1)C)NC(OC(C)(C)C)=O)=O tert-Butyl {(2R)-4-amino-1-[2-{(2E)-2-[(3-methylphenyl) methylidene]hydrazinyl}-4-(morpholin-4-yl)-5,7-dihydro-6H-pyrrolo[3,4-d]pyrimidin-6-yl]-1,4-dioxobutan-2-yl}carbamate